[Cl-].[Cl-].[Ti+4].CC1=C(C(=C(C1)C)C)C (tetramethylcyclopentadiene) titanium (IV) dichloride